FC1(CC(C1)C(O)C1=CC=2C(=NC(=CN2)C2=CC=3C(N=C2)=NN(C3)C)S1)F (3,3-difluorocyclobutyl)(3-(2-methyl-2H-pyrazolo[3,4-b]pyridin-5-yl)thieno[2,3-b]pyrazin-6-yl)methanol